FC1=C(C=C(C(=C1)F)OC)B(O)O 2,4-difluoro-5-methoxyphenylboronic acid